ClC=1C=C(C=C2C=CC(=NC12)NC1=CC2=C(OC(O2)(F)F)C=C1)OC 8-chloro-N-(2,2-difluorobenzo[d][1,3]dioxol-5-yl)-6-methoxyquinolin-2-amine